6-(2,6-dichlorophenyl)-2-((4-(2-(diethylamino)ethoxy)phenyl)amino)-8-methylpyrido[2,3-d]pyrimidin-7(8H)-one ClC1=C(C(=CC=C1)Cl)C1=CC2=C(N=C(N=C2)NC2=CC=C(C=C2)OCCN(CC)CC)N(C1=O)C